3-(2-((2S,6S)-2,6-dimethylmorpholino)pyridin-4-yl)-1H-indazol-5-amine C[C@@H]1O[C@H](CN(C1)C1=NC=CC(=C1)C1=NNC2=CC=C(C=C12)N)C